BrC=1C=C(C=C2C(C=C(OC12)O)=O)F 8-bromo-6-fluoro-2-hydroxy-chromen-4-one